CC1(C=CC=C1)[Ti](C1=C(C=CC=C1F)F)(C1=C(C=CC=C1F)F)C1(C=CC=C1)C bis(methylcyclopentadienyl)bis(2,6-difluorobenzene-1-yl)titanium